BrC=1C=C(C(=C(C1)\C=N\[S@](=O)C(C)(C)C)F)F (R)-N-[(E)-(5-bromo-2,3-difluorophenyl)methylidene]-2-methylpropane-2-sulfinamide